tert-butyl (R)-7-(4-bromo-3-fluorophenoxy)-6-methoxy-1-methyl-1-(2-oxo-2-(thiazol-2-ylamino)ethyl)-3,4-dihydroisoquinoline-2(1H)-carboxylate BrC1=C(C=C(OC2=C(C=C3CCN([C@@](C3=C2)(CC(NC=2SC=CN2)=O)C)C(=O)OC(C)(C)C)OC)C=C1)F